C(C)C=1N=C2N(C=C(C=C2)N2CCNCC2)C1N(C)C=1SC(=C(N1)C1=CC=C(C=C1)F)C#N (2-ethyl-6-(piperazin-1-yl)imidazo[1,2-a]pyridin-3-yl)(methyl)amino-4-(4-fluorophenyl)thiazole-5-carbonitrile